O=C1NC(CCC1N1C(OC2=C1C=CC(=C2)N2CCC(CC2)N2CCC(CC2)C(=O)O)=O)=O 1'-(3-(2,6-dioxopiperidin-3-yl)-2-oxo-2,3-dihydrobenzo[d]oxazol-6-yl)-[1,4'-bipiperidine]-4-carboxylic acid